C(C1=CC=CC=C1)NC(CCC)[SiH](OCC)OCC N-benzyl-3-methyl-(diethoxysilyl)propane-1-amine